tert-butyl N-[3-[6-[2-cyano-3-[[(3R)-3-fluoropyrrolidin-1-yl]sulfonylamino]anilino]-4-oxo-quinazolin-3-yl]propyl]carbamate C(#N)C1=C(NC=2C=C3C(N(C=NC3=CC2)CCCNC(OC(C)(C)C)=O)=O)C=CC=C1NS(=O)(=O)N1C[C@@H](CC1)F